1-cyclohexyl-N-((7-(5-(difluoromethyl)-1,3,4-oxadiazol-2-yl)imidazo[1,2-a]pyridin-2-yl)methyl)-N-phenylazetidine-3-carboxamide C1(CCCCC1)N1CC(C1)C(=O)N(C1=CC=CC=C1)CC=1N=C2N(C=CC(=C2)C=2OC(=NN2)C(F)F)C1